3-[5,7-diiodo-4-(1-methyl-1H-pyrazol-5-yl)imidazo[1,5-b]pyridazin-2-yl]-8-oxa-3-azabicyclo[3.2.1]octane IC=1N=C(N2N=C(C=C(C21)C2=CC=NN2C)N2CC1CCC(C2)O1)I